C[SiH](O[Si](C1=CC=CC=C1)(O[SiH](C)C)O[SiH](C)C)C tris(dimethyl-silyloxy)-phenylsilane